6-((4-((2-Isopropyl-4-phenylthiazol-5-yl)oxy)pyridin-2-yl)amino)-N-methylpicolinamide C(C)(C)C=1SC(=C(N1)C1=CC=CC=C1)OC1=CC(=NC=C1)NC1=CC=CC(=N1)C(=O)NC